C(=O)[O-].C[N+](CC(C)O)(C)C N,N,N-trimethyl-N-(2-hydroxypropyl)(ammonium) formate